5-((2-(Chloromethyl)-6-(5-(trifluoromethyl)-4H-1,2,4-triazol-3-yl)-1H-benzo[d]imidazol-1-yl)methyl)thiazole ClCC1=NC2=C(N1CC1=CN=CS1)C=C(C=C2)C2=NN=C(N2)C(F)(F)F